C(#N)C(C)(C)C1=NN=C(O1)C1=CC2=C(C(CC(C(N2CC2=CC=C(C=C2)N2N=C(N=N2)C(F)(F)F)=O)NC(OC(C)(C)C)=O)(F)F)C=C1F tert-butyl N-[8-[5-(1-cyano-1-methyl-ethyl)-1,3,4-oxadiazol-2-yl]-5,5,7-trifluoro-2-oxo-1-[[4-[5-(trifluoromethyl)tetrazol-2-yl]phenyl]methyl]-3,4-dihydro-1-benzazepin-3-yl]carbamate